2-(6-(2-fluorobenzyl)pyridin-2-yl)-4-(quinolin-5-ylmethyl)morpholine FC1=C(CC2=CC=CC(=N2)C2CN(CCO2)CC2=C3C=CC=NC3=CC=C2)C=CC=C1